(3S)-5-(2,6-difluorophenyl)-3-methyl-1,3,6,7,8,9-hexahydrobenzothiopheno[2,3-e][1,4]diazepine-2-thione FC1=C(C(=CC=C1)F)C=1C2=C(NC([C@@H](N1)C)=S)SC1=C2CCCC1